2,4-bis(p-mercaptophenyl)pentane SC1=CC=C(C=C1)C(C)CC(C)C1=CC=C(C=C1)S